[4-(methylphenylsulfanyl)phenyl]-phenylmethane CC1=C(C=CC=C1)SC1=CC=C(C=C1)CC1=CC=CC=C1